OC[C@H](C1=CC=CC=C1)NC1=CC(=NC=C1C=1OC=NN1)NC=1C=C2C(=C(OC(C2=CC1)=O)C)C (S)-6-((4-((2-hydroxy-1-phenylethyl)amino)-5-(1,3,4-oxadiazol-2-yl)pyridin-2-yl)amino)-3,4-dimethyl-1H-isochromen-1-one